8-(4-(trifluoromethyl)phenyl)imidazo[1,2-a]pyrazine-6-carboxylic acid FC(C1=CC=C(C=C1)C=1C=2N(C=C(N1)C(=O)O)C=CN2)(F)F